2-cyano-2-propylvaleric acid methyl ester COC(C(CCC)(CCC)C#N)=O